C(#C)C=1C=C2C=C(COC2=CC1)C(=O)O 6-(ethynyl)-2H-chromene-3-carboxylic acid